6-bromo-2-(difluoromethyl)-4-methoxy-1H-benzo[d]imidazole BrC=1C=C(C2=C(NC(=N2)C(F)F)C1)OC